ethylene adipate phthalate C(C=1C(C(=O)O)=CC=CC1)(=O)O.C1(CCCCC(=O)OCCO1)=O